COC1=CC=C(CN[C@@H](CS)C(=O)O)C=C1 L-4-methoxybenzylcysteine